COC([C@H](CC1=CC=C(C=C1)OC)NC([C@H](C)NC(CBr)=O)=O)=O (2S)-2-[(2S)-2-(2-bromoacetamido)propionamido]-3-(4-methoxyphenyl)propanoic acid methyl ester